1-Amino-8-methyl-3-(3-methyl-1,2,4-thiadiazol-5-yl)-5,6-dihydroimidazo[1,5-a]pyridine NC=1N=C(N2C1C(=CCC2)C)C2=NC(=NS2)C